ClCCCCCCCCCCCCCCCC 1-chlorohexadecane